2-(3-bromo-6-chloro-2-methylphenyl)-N-[4-(3-chlorophenoxy)-3-sulfamoylphenyl]acetamide BrC=1C(=C(C(=CC1)Cl)CC(=O)NC1=CC(=C(C=C1)OC1=CC(=CC=C1)Cl)S(N)(=O)=O)C